C1(=CC=CC=C1)CCCCCO 5-phenyl-1-pentanol